FC(CC(C(=O)NC1=NC=CC(=C1)C1=C(C=2C(N(C=C(C2N1)CC(F)(F)F)C)=O)C1=CC=CC=C1)C1=CC=C(C=C1)F)F 4,4-Difluoro-2-(4-fluorophenyl)-N-{4-[5-methyl-4-oxo-3-phenyl-7-(2,2,2-trifluoroethyl)-4,5-dihydro-1H-pyrrolo[3,2-c]pyridin-2-yl]pyridin-2-yl}butanamid